C(C)(C)(C)C=1C=C(C=C(C1)C(C)(C)C)C1=CC=C(C=C1)C1=NC=NC(=N1)C1=CC=CC=C1 4-{(3',5'-di-tert-butyl)-1,1'-Biphenyl-4-yl}-6-phenyl-1,3,5-triazine